C(C)(C)(C)C=1C=C(C(=O)Cl)C=C(C1O)C(C)(C)C 3,5-di(tert-butyl)-4-hydroxy-benzoyl chloride